N1(C=NC=C1)CCCNC(C(CCSCCC(=O)OCC(CCCCCCCC)CCCCCC)NC(CCCCC(CCSCCC(=O)[O-])SCCC(=O)[O-])=O)=O 3,3'-((8-((1-((3-(1H-imidazol-1-yl)propyl)amino)-4-((3-((2-hexyldecyl)oxy)-3-oxopropyl)thio)-1-oxobutan-2-yl)amino)-8-oxooctane-1,3-diyl)bis(sulfanediyl))dipropionate